1-((R)-3-amino-1-(4-((6-amino-9H-purin-9-yl)methyl)-2-(2,5-difluoro-4-methoxyphenyl)oxazol-5-yl)piperidin-3-yl)-2,2-difluoroethan-1-ol N[C@]1(CN(CCC1)C1=C(N=C(O1)C1=C(C=C(C(=C1)F)OC)F)CN1C2=NC=NC(=C2N=C1)N)C(C(F)F)O